ClC=1C(=NC(=NC1)NC=1C=C2N=C(C=NC2=CC1)N1CCN(CC1)C)NC1=C(C=CC=C1)CS(=O)(=O)N (2-((5-chloro-2-((3-(4-methylpiperazin-1-yl)quinoxalin-6-yl)amino)pyrimidin-4-yl)amino)phenyl)methylsulfonamide